ClC1=C(C(=O)OC(C(=O)OCCOC)(C)C)C=C(C(=C1)F)[N+](=O)[O-] 1-(2-methoxyethoxy)-2-methyl-1-oxopropan-2-yl 2-chloro-4-fluoro-5-nitrobenzoate